C(C)(C)(C)OOC(C1=CC(C(=O)O)=CC=C1)=O.ClC=1C=CC=2N(N1)C(=NN2)CC=2C=C1C=CC=NC1=CC2 6-((6-chloro-[1,2,4]triazolo[4,3-b]pyridazin-3-yl)methyl)quinoline t-butylperoxyisophthalate